6-(chloromethyl)-N,N-dimethylpyridin-2-amine CN(C)C1=CC=CC(=N1)CCl